BrC1=CC=C2C=C(C(=NC2=C1CBr)OC)C(=O)OC methyl 7-bromo-8-(bromomethyl)-2-methoxyquinoline-3-carboxylate